BrC=1C=C(C=CC1)C[C@@H](C(=O)O)NC(=O)OC(C)(C)C (2S)-3-(3-bromophenyl)-2-[(2-methylpropan-2-yl)oxycarbonylamino]propionic acid